1,4-bis(4-maleimidophenyl)cyclohexane C1(C=CC(N1C1=CC=C(C=C1)C1CCC(CC1)C1=CC=C(C=C1)N1C(C=CC1=O)=O)=O)=O